C1(CC1)C(=O)N1CCC2=CC(=CC=C12)C=1N=C(SC1C)C(=O)O 4-(1-(cyclopropanecarbonyl)indolin-5-yl)-5-methylthiazole-2-carboxylic acid